FC(OC1=CC=C(C=C1)NC(=O)NN)F N-[4-(difluoromethoxy)phenyl]-hydrazinecarboxamide